5-((6-(2,6-difluorophenyl)-3-(methoxycarbonyl)pyridazin-4-yl)amino)isoindoline-2-carboxylate FC1=C(C(=CC=C1)F)C1=CC(=C(N=N1)C(=O)OC)NC=1C=C2CN(CC2=CC1)C(=O)[O-]